ClC=1C=CC(=C(C1)C=1C(=NN(C(C1)=O)[C@H](C(=O)NC1=CC=C(C(=O)O)C=C1)CC1=CC=CC=C1)OC)C(C(F)F)=O (S)-4-(2-(4-(5-chloro-2-(2,2-difluoroacetyl)phenyl)-3-methoxy-6-oxopyridazin-1(6H)-yl)-3-phenylpropionamido)benzoic acid